((3r,5r)-3-amino-5-fluoropiperidin-1-yl)(2-(1-(cyclopropylmethyl)-6-(1-isopropyl-1H-pyrazol-4-yl)-1H-indol-2-yl)-4-methoxy-3-methylpyrazolo[1,5-a]pyridin-6-yl)methanone N[C@H]1CN(C[C@@H](C1)F)C(=O)C=1C=C(C=2N(C1)N=C(C2C)C=2N(C1=CC(=CC=C1C2)C=2C=NN(C2)C(C)C)CC2CC2)OC